7-[[1-(2-hydroxyethyl)pyrazol-4-yl]amino]-1-methyl-3-(4-methyl-1-prop-2-enoyl-2,3-dihydroquinolin-4-yl)-4H-pyrimido[4,5-d]pyrimidin-2-one OCCN1N=CC(=C1)NC1=NC=C2C(=N1)N(C(N(C2)C2(CCN(C1=CC=CC=C21)C(C=C)=O)C)=O)C